7,9-difluoro-2-(trifluoromethyl)-5H-pyrimido[5,4-b]indole-4-ol FC=1C=C(C=2C3=C(NC2C1)C(=NC(=N3)C(F)(F)F)O)F